5-(4-((4-Fluorobenzyl)oxy)benzylidene)pyrimidine-2,4,6(1H,3H,5H)-trione FC1=CC=C(COC2=CC=C(C=C3C(NC(NC3=O)=O)=O)C=C2)C=C1